C=C1C(NC2=CC=CC=C12)=O 3-methyleneoxoindole